The molecule is a member of the class of imidazolines that is 2-aminomethyl-2-imidazoline in which the exocyclic amino hydrogens are replaced by benzyl and phenyl groups. Antazoline is only found in individuals that have taken the drug. It has a role as a H1-receptor antagonist, a cholinergic antagonist and a xenobiotic. It is a tertiary amino compound, an aromatic amine and a member of imidazolines. C1CN=C(N1)CN(CC2=CC=CC=C2)C3=CC=CC=C3